N-(4-(2-(fluoromethyl)-4-oxoquinazolin-3(4H)-yl)phenyl)-2-(3,4,5-trimethoxyphenyl)acetamide FCC1=NC2=CC=CC=C2C(N1C1=CC=C(C=C1)NC(CC1=CC(=C(C(=C1)OC)OC)OC)=O)=O